4-(trifluoromethyl)-6,7-dihydro-5H-cyclopenta[b]pyridin-2-ol FC(C1=C2C(=NC(=C1)O)CCC2)(F)F